C(\C=C\C)(=O)NC1=CC=CC(=N1)C#CCN(C(=O)[C@H]1N(C[C@H](C1)O)C1=NC(=CC(=C1C#N)C(F)(F)F)C)C1=CC=C(C=C1)F (2S,4S)-N-(3-(6-((E)-but-2-enamido)pyridin-2-yl)prop-2-yn-1-yl)-1-(3-cyano-6-methyl-4-(trifluoromethyl)pyridin-2-yl)-N-(4-fluorophenyl)-4-hydroxypyrrolidine-2-carboxamide